ClC=1C(=C(C=CC1)[N+]#[C-])OC 3-CHLORO-2-METHOXYPHENYLISOCYANIDE